F[C@H]1S(C2=C(CN(C1)C(=O)OC(C)(C)C)C=CC(=C2)C(=O)OC)(=O)=O 4-(tert-butyl) 8-methyl (S)-2-fluoro-2,3-dihydrobenzo[f][1,4]thiazepine-4,8(5H)-dicarboxylate 1,1-dioxide